1-(5-Fluoro-6-(4-methoxypiperidin-4-yl)-1-methyl-1H-indazol-3-yl)dihydropyrimidine-2,4(1H,3H)-dione FC=1C=C2C(=NN(C2=CC1C1(CCNCC1)OC)C)N1C(NC(CC1)=O)=O